(R)-2-chloro-4-(3-(2-methylmorpholino)-7,8-dihydro-1,6-naphthyridin-6(5H)-yl)-5,7-dihydrofuro[3,4-d]pyrimidine ClC=1N=C(C2=C(N1)COC2)N2CC=1C=C(C=NC1CC2)N2C[C@H](OCC2)C